Methyl (1,2-dithiolan-3-yl)pentanoate S1SC(CC1)C(C(=O)OC)CCC